6-[6-bromo-5-(oxetan-3-yloxy)benzimidazol-1-yl]-2-[3-(difluoromethoxy)-5-methyl-pyrazol-1-yl]pyridine-3-carbonitrile BrC=1C(=CC2=C(N(C=N2)C2=CC=C(C(=N2)N2N=C(C=C2C)OC(F)F)C#N)C1)OC1COC1